(3-(((2-Fluoroethyl)amino)methyl)azetidin-1-yl)(5-(4-(trifluoromethyl)-phenoxy)naphthalen-2-yl)methanone FCCNCC1CN(C1)C(=O)C1=CC2=CC=CC(=C2C=C1)OC1=CC=C(C=C1)C(F)(F)F